6-Fluoro-N-((3R,4S)-3-fluoro-1-(oxetan-3-yl)piperidin-4-yl)-4-methoxy-5-(quinolin-6-yl)pyrrolo[2,1-f][1,2,4]triazin-2-amine FC=1C(=C2C(=NC(=NN2C1)N[C@@H]1[C@@H](CN(CC1)C1COC1)F)OC)C=1C=C2C=CC=NC2=CC1